(difluoro(2-(((3S,6S,9aS)-3-(3-(2-methylpyridin-3-yl)azetidine-1-carbonyl)-5-oxooctahydro-1H-pyrrolo[1,2-a]azepin-6-yl)carbamoyl)benzo[b]thiophen-5-yl)methyl)phosphonic acid FC(C1=CC2=C(SC(=C2)C(N[C@H]2CCC[C@@H]3N(C2=O)[C@@H](CC3)C(=O)N3CC(C3)C=3C(=NC=CC3)C)=O)C=C1)(F)P(O)(O)=O